[N+](=O)([O-])C1=CC=C(C=C1)N=NC1=CC=C(C(=O)Cl)C=C1 4-(4-nitrophenylazo)benzoyl chloride